NC=1C=2N(C3=CC(=C(C=C3N1)F)C(=O)N1C3C(CCC1)OCC=1C=C(C=CC13)C(F)(F)F)C=NC2 (4-amino-7-fluoroimidazo[1,5-a]quinoxalin-8-yl)(8-(trifluoromethyl)-2,3,4,4a,6,10b-hexahydro-1H-isochromeno[4,3-b]pyridin-1-yl)methanone